CON(C(=O)C12N(CC(C1)C2)C(=O)OC(C)(C)C)C tert-butyl 1-(methoxy(methyl)carbamoyl)-2-azabicyclo[2.1.1]hexane-2-carboxylate